NC1=NC=CC2=C1N(C(N2[C@H]2CN(CCC2)C(=O)C(C#N)=CC2(CCOCC2)C)=O)C2=CC=C(C=C2)OC2=CC=CC=C2 (R)-2-(3-(4-amino-2-oxo-3-(4-phenoxyphenyl)-2,3-dihydro-1H-imidazo[4,5-c]pyridin-1-yl)piperidine-1-carbonyl)-3-(4-methyltetrahydro-2H-pyran-4-yl)acrylonitrile